ClC1=NC=CC(=N1)S(=O)(=O)CC 2-chloro-4-(ethylsulfonyl)pyrimidine